1-chloro-2-(propan-2-ylsulfanyl)benzene ClC1=C(C=CC=C1)SC(C)C